NC=1N=NC(=CC1N1CC2CCC(C1)N2CC2=C(C=C(C=C2)N2C(NC(CC2)=O)=O)F)C2=C(C=CC(=C2)F)O 1-(4-((3-(3-amino-6-(5-fluoro-2-hydroxyphenyl)pyridazin-4-yl)-3,8-diazabicyclo[3.2.1]octan-8-yl)methyl)-3-fluorophenyl)dihydropyrimidine-2,4(1H,3H)-dione